2-[(2S)-2-aminopropyl]-3-bromo-7-{[(thiophen-2-yl)methyl]amino}thieno[3,2-b]pyridine-5-carbonitrile formate C(=O)O.N[C@H](CC1=C(C2=NC(=CC(=C2S1)NCC=1SC=CC1)C#N)Br)C